C1(CC1)N1N=C(C2=CC=C(C=C12)C(=O)OC)C1=CC(=CC=C1)F methyl 1-cyclopropyl-3-(3-fluorophenyl)-1H-indazole-6-carboxylate